FC1=C(C=CC(=C1)C1=CC=C(C=C1)OCCOS(=O)(=O)C1=CC=C(C)C=C1)C1=CC=C(C=C1)CCC toluene-4-sulfonic acid 2-(2'-fluoro-4-propyl-[1,1':4',1'']terphenyl-4''-yloxy)-ethyl ester